ClC=1C=CC(=C(C1)O)N(C1CCNCC1)C 5-chloro-2-[methyl-(4-piperidinyl)amino]phenol